O1CCC(C2=C1C=CC=C2)NC=2N=NC(=C(N2)N)C(F)(F)F N3-(3,4-dihydro-2H-benzopyran-4-yl)-6-(trifluoromethyl)-1,2,4-triazine-3,5-diamine